N-(2-methoxy-4-(1-phenylcyclopentane-1-carboxamido)phenyl)-3-fluoro-5-chlorobenzamide COC1=C(C=CC(=C1)NC(=O)C1(CCCC1)C1=CC=CC=C1)NC(C1=CC(=CC(=C1)Cl)F)=O